C(C1=CC=CC=C1)[N-]C(C)(C)C N-benzyl-tert-butyl-amide